(R)-N-(3-methyl-1-(8-((3-methyl-4-((1-methyl-1H-benzo[d][1,2,3]triazol-5-yl)oxy)phenyl)amino)pyrimido[5,4-d]pyrimidin-2-yl)pyrrolidin-3-yl)acrylamide C[C@@]1(CN(CC1)C=1N=CC2=C(N1)C(=NC=N2)NC2=CC(=C(C=C2)OC2=CC1=C(N(N=N1)C)C=C2)C)NC(C=C)=O